[3-[7-(difluoromethyl)-6-(1-methylpyrazol-4-yl)-3,4-dihydro-2H-quinolin-1-yl]-1-[1-(piperidine-4-carbonyl)-4-piperidyl]-6,7-dihydro-4H-pyrazolo[4,3-c]pyridin-5-yl]ethanone FC(C1=C(C=C2CCCN(C2=C1)C1=NN(C2=C1CN(CC2)C(C)=O)C2CCN(CC2)C(=O)C2CCNCC2)C=2C=NN(C2)C)F